C(C)OP(=O)(OCC)[C@H](C1=CC=C2C=CC(=CC2=C1)C(=O)OC(C)(C)C)F |r| rac-tert-butyl 7-[(diethoxyphosphoryl) (fluoro)methyl]naphthalene-2-carboxylate